N1CC(C1)CCOC1=C2C(N(C(C2=CC=C1)=O)C1C(NC(CC1)=O)=O)=O (2-(azetidin-3-yl)ethoxy)-2-(2,6-dioxopiperidin-3-yl)isoindoline-1,3-dione